C1(=CC=CC=2[Se]C3=C(C21)C=CC=C3)C=3C(=C(C=CC3)C3=CC=CC=C3)C3=NN=NC(=C3C3=CC=CC=C3)C3=CC=CC=C3 Dibenzoselenophenyl(diphenyltriazinyl)biphenyl